C=C(CC)C=CC=C 3-methylenehept-4,6-diene